N-benzyl-3-isopropyl-6-morpholino-[1,2,4]triazolo[4,3-b]pyridazin-8-amine C(C1=CC=CC=C1)NC=1C=2N(N=C(C1)N1CCOCC1)C(=NN2)C(C)C